FC1=C(COC2CN(C2)C(=O)OC(C)(C)C)C=CC(=C1)S(F)(F)(F)(F)F tert-butyl 3-((2-fluoro-4-(pentafluoro-λ6-sulfaneyl)benzyl)oxy)azetidine-1-carboxylate